ClC=1C=C(C=C(C1)NS(=O)(=O)C)NC(=O)C=1C=C(N(C1)C)C1=C(C=C(C=N1)O[C@@H]1CN(CC1)C(=O)OC(C)(C)C)F tert-butyl (3s)-3-[(6-{4-[(3-chloro-5-methanesulfonamidophenyl)carbamoyl]-1-methyl pyrrol-2-yl}-5-fluoropyridin-3-yl)oxy]pyrrolidine-1-carboxylate